3-[[(2R,5R)-2-[(dihexadecylamino)oxymethyl]-5-(2,4-dioxopyrimidin-1-yl)-4-methoxy-tetrahydrofuran-3-yl]oxy-(diisopropylamino)phosphanyl]oxypropanenitrile C(CCCCCCCCCCCCCCC)N(OC[C@H]1O[C@H](C(C1OP(OCCC#N)N(C(C)C)C(C)C)OC)N1C(NC(C=C1)=O)=O)CCCCCCCCCCCCCCCC